4-[1-[dideuterio-(4,4-difluorocyclohexyl)methyl]-3-(6-methoxy-3-pyridyl)pyrrolo[3,2-b]pyridin-6-yl]-3,5-dimethyl-isoxazole [2H]C(N1C=C(C2=NC=C(C=C21)C=2C(=NOC2C)C)C=2C=NC(=CC2)OC)(C2CCC(CC2)(F)F)[2H]